4-[(1R)-1-Cyclopropylethoxy]-6-[5-methyl-1-(piperidin-4-yl)pyrazol-4-yl]pyrazolo[1,5-a]pyridine-3-carbonitrile C1(CC1)[C@@H](C)OC=1C=2N(C=C(C1)C=1C=NN(C1C)C1CCNCC1)N=CC2C#N